F[B-](F)(F)F.CN(C)C(N1N=[N+](C2=C1C=CC=C2)[O-])=[N+](C)C 1-((dimethylamino)(dimethyliminio)methyl)-1H-benzo[d][1,2,3]triazole 3-oxide tetrafluoroborate